(2R,3S,4R,5R,6S)-2-Hydroxymethyl-6-[4-methoxy-3-(1,2,3,4-tetrahydro-quinolin-7-ylmethyl)-phenyl]-tetrahydro-pyran-3,4,5-triol OC[C@H]1O[C@H]([C@@H]([C@H]([C@@H]1O)O)O)C1=CC(=C(C=C1)OC)CC1=CC=C2CCCNC2=C1